5,7,4'-trihydroxy-6,3'-diisopentenyl-isoflavone OC1=C2C(C(=COC2=CC(=C1CCC(=C)C)O)C1=CC(=C(C=C1)O)CCC(=C)C)=O